CCSCSCSC(CC(SC)SCS)SCS methyl-7,9-bis(mercaptomethylthio)-2,4,6,10-tetrathiaundecane